BrC(CSSCC(Br)(OC(C(C)C)=O)O)(O)OC(C(C)C)=O bromoisobutyryloxy-2-hydroxyethyl disulfide